2-bromo-9,9-spirobifluorene BrC1=CC=2C3(C4=CC=CC=C4C2C=C1)C1=CC=CC=C1C=1C=CC=CC13